CC(C)C[C@@H](C(=O)N[C@@H](CCCN=C(N)N)C(=O)O)N The molecule is a dipeptide composed of L-leucine and L-arginine joined by peptide linkages. It has a role as a metabolite. It derives from a L-leucine and a L-arginine.